1-(4-(tert-butyl)pyridin-2-yl)-N-(6-methoxy-1-methyl-1H-pyrazolo[4,3-c]pyridin-7-yl)-1H-pyrazole-4-sulfonamide C(C)(C)(C)C1=CC(=NC=C1)N1N=CC(=C1)S(=O)(=O)NC=1C2=C(C=NC1OC)C=NN2C